5-(2-((1H-imidazol-4-yl)methoxy)phenyl)-4-methylpyrimidine N1C=NC(=C1)COC1=C(C=CC=C1)C=1C(=NC=NC1)C